(6aR,12bS)-(+)-N-butyl-2-methyl-10,11-dihydroxy-5,6,6a,7,8,12b-hexahydrobenzo[a]phenanthridine C(CCC)N1[C@@H]2CCC3=C([C@H]2C=2C=C(C=CC2C1)C)C=C(C(=C3)O)O